Methyl (((1-phenylpropan-2-yl)oxy)carbonyl)-L-leucinate C1(=CC=CC=C1)CC(C)OC(=O)N[C@@H](CC(C)C)C(=O)OC